COC=1C=C(C=CC1OC)C=1N=C2N(C(C1)=O)C=C(C=C2C)N2CCC(CC2)N(C)C 3,4-Dimethoxyphenyl-7-[4-(dimethylamino)piperidin-1-yl]-9-methyl-4H-pyrido[1,2-a]pyrimidin-4-on